CCCC[C@H](C)/C=C(\\C)/C(=O)O[C@@H]1CC[C@@H]([C@@]2(C1=CC(=O)[C@@H](C2)C(=C)C=O)C)C(=O)O The molecule is an eremophilane sesquiterpenoid with anti-HIV-1 activity. It is isolated from Xylaria sp. MF6254. It has a role as a metabolite and a HIV-1 integrase inhibitor. It is a carboxylic ester, an enone, a cyclic ketone, an eremophilane sesquiterpenoid, an enal and a dioxo monocarboxylic acid.